dimethyl tetradecenedioate (dimethyl tetradecanedioate) CC(C(=O)O)(CCCCCCCCCCCC(=O)O)C.C(C=CCCCCCCCCCCC(=O)OC)(=O)OC